BrC1=CC(=C(OC=2C=CC(=C(C2)S(=O)(=O)N(CC(=O)O)CC2=CC=C(C=C2)OC)OCC2=CC=C(C=C2)OC)C(=C1)Cl)Cl 2-[[5-(4-bromo-2,6-dichloro-phenoxy)-2-[(4-methoxyphenyl)methoxy]phenyl]sulfonyl-[(4-methoxyphenyl)methyl]amino]acetic acid